Boc-D-tyrosinic acid tert-butyl ester C(C)(C)(C)OC([C@H](NC(=O)OC(C)(C)C)CC1=CC=C(C=C1)O)=O